O=C(OCCC=C(C(=O)O)C)NCCCCCCNC(OCCC=C(C(=O)O)C)=O.C(C)OC(CCCCCCCCC)(OCC)OCC triethoxydecane 4,13-dioxo-3,14-dioxa-5,12-diazahexadecane-1,16-diyl-bis(2-methylacrylate)